N[C@@H]1CN(CC[C@H]1F)C1=NC2=C(N1CC(=O)N1CCC1)C=C(C=C2)Br 2-(2-((3R,4R)-3-amino-4-fluoropiperidin-1-yl)-6-bromo-1H-benzo[d]imidazol-1-yl)-1-(azetidin-1-yl)ethan-1-one